(6-bromopyrazin-2-yl)-7-isopropoxy-imidazo[1,2-a]pyridine BrC1=CN=CC(=N1)C=1N=C2N(C=CC(=C2)OC(C)C)C1